CN1C=CC2=C(C=CC=C12)NC1=NN2C(C=NC=C2C2=CC(=C(C(=C2)OC)OC)OC)=N1 N-(1-methyl-1H-indol-4-yl)-5-(3,4,5-trimethoxyphenyl)-[1,2,4]triazolo[1,5-a]pyrazin-2-amine